CP(=O)(C)CCCOCC1=CC=CC=C1 [(3-(dimethyl-phosphoryl)propoxy)methyl]benzene